ClC=1C(=CC(=C(C1)NC(C1=C(C=CC=C1)O)=O)C)C(C#N)C1=CC=C(C=C1)Cl N-(5-chloro-4-((4-chlorophenyl)(cyano)methyl)-2-methylphenyl)-2-hydroxybenzamide